N1=C(N=C(N=C1C1=CC=C(C(=O)O)C=C1)C1=CC=C(C(=O)O)C=C1)C1=CC=C(C(=O)O)C=C1 4,4',4''-s-triazine-2,4,6-triyl-tribenzoic acid